Cl.N[C@H](C(=O)OCC(F)(F)F)CC1=NNC2=CC=CC=C12 2,2,2-Trifluoroethyl (S)-2-amino-3-(1H-indazol-3-yl)propanoate hydrochloride